BrC1=CC=C(C=C1)C1=C2C(=C(C=3C=4C=CC=C5C=CC=C(C13)C54)C5=CC=CC=C5)C=CC(=C2)C2=CC=CC=C2 7-(4-bromophenyl)-9,12-diphenylbenzo[k]fluoranthene